3-[(2-{2-[(5-{[4-(prop-2-en-1-yloxy)phenyl]amino}pyrimidin-2-yl)oxy]ethoxy}ethoxy)methyl]piperidine C(C=C)OC1=CC=C(C=C1)NC=1C=NC(=NC1)OCCOCCOCC1CNCCC1